ClC1=C(C=C2C=C(N=CC2=C1)NC(=O)[C@@H]1[C@H](C1)C(C)(C)O)C1CCN(CC1)[C@@]1(COC[C@@H]1O)C (1S,2S)-N-(7-chloro-6-(1-((3R,4R)-4-hydroxy-3-methyltetrahydrofuran-3-yl)piperidin-4-yl)isoquinolin-3-yl)-2-(2-hydroxypropan-2-yl)cyclopropane-1-carboxamide